FC=1N=CC(=NC1C(F)(F)F)N1CC2(CC1)CCN(CC2)C(=O)OC(C)(C)C tert-butyl 2-(5-fluoro-6-(trifluoromethyl)pyrazin-2-yl)-2,8-diazaspiro[4.5]decane-8-carboxylate